7-methyl-8-(trifluoromethyl)-4-(3-((trimethylsilyl)ethynyl)phenyl)-4,5-dihydro-1H-benzo[b][1,4]diazepin-2(3H)-one CC1=CC2=C(NC(CC(N2)C2=CC(=CC=C2)C#C[Si](C)(C)C)=O)C=C1C(F)(F)F